(3S,4S)-8-(3-chloro-1,2,4-triazin-6-yl)-3-methyl-2-oxa-8-azaspiro[4.5]decan-4-amine ClC=1N=NC(=CN1)N1CCC2([C@@H]([C@@H](OC2)C)N)CC1